1-methyl-3-ethyl-pyridinium methyl-4-(9-(3-((2S,3S)-1-methyl-5-oxo-2-(pyridin-3-yl)pyrrolidine-3-carboxamido)propyl)-3,9-diazaspiro[5.5]undecan-3-yl)butanoate COC(CCCN1CCC2(CC1)CCN(CC2)CCCNC(=O)[C@@H]2[C@H](N(C(C2)=O)C)C=2C=NC=CC2)=O.C[N+]2=CC(=CC=C2)CC